N-(2-(2,6-dioxopiperidin-3-yl)-1-oxoisoindolin-5-yl)-3-methylindoline-1-carboxamide O=C1NC(CCC1N1C(C2=CC=C(C=C2C1)NC(=O)N1CC(C2=CC=CC=C12)C)=O)=O